Methyl (S)-4-(4-((1-(7-amino-2-(furan-2-yl)-[1,2,4]triazolo[1,5-a][1,3,5]Triazin-5-yl) piperidin-3-yl) methyl) piperazin-1-yl)-3-methylbenzoate NC1=NC(=NC=2N1N=C(N2)C=2OC=CC2)N2C[C@@H](CCC2)CN2CCN(CC2)C2=C(C=C(C(=O)OC)C=C2)C